(S)-1-(6-methyl-4-(trifluoromethyl)pyridin-2-yl)-N-(p-tolyl)pyrrolidine-2-carboxamide CC1=CC(=CC(=N1)N1[C@@H](CCC1)C(=O)NC1=CC=C(C=C1)C)C(F)(F)F